5-[(4S,9aS)-4-methyl-8-[4-[(2R)-morpholin-2-yl]phenyl]-3,4,6,7,9,9a-hexahydro-1H-pyrazino[1,2-a]pyrazin-2-yl]-2-deuterio-quinoline-8-carbonitrile C[C@H]1CN(C[C@H]2N1CCN(C2)C2=CC=C(C=C2)[C@@H]2CNCCO2)C2=C1C=CC(=NC1=C(C=C2)C#N)[2H]